NC1=CC(=C(C=C1)N1C2CN(CC1CC2)C(=O)OC(C)(C)C)F tert-butyl 8-(4-amino-2-fluorophenyl)-3,8-diazabicyclo[3.2.1]octane-3-carboxylate